N-(4-bromo-2-methylphenyl)-N,1-dimethyl-1H-imidazole-5-carboxamide BrC1=CC(=C(C=C1)N(C(=O)C1=CN=CN1C)C)C